FC1=C(C(=CC=C1F)F)CCC (2,3,6-trifluoro-phenyl)propane